N2-Acetyl-N6-[(benzyloxy)carbonyl]-L-lysyl-L-alanyl-D-alanyl-L-asparagine C(C)(=O)N[C@@H](CCCCNC(=O)OCC1=CC=CC=C1)C(=O)N[C@@H](C)C(=O)N[C@H](C)C(=O)N[C@@H](CC(N)=O)C(=O)O